N-(2-hydroxyethoxy)-1-methyl-2-((6-methyl-4,5,6,7-tetrahydrobenzo-[d]thiazol-2-yl)amino)-1H-benzo[d]imidazole-5-carboxamide OCCONC(=O)C1=CC2=C(N(C(=N2)NC=2SC3=C(N2)CCC(C3)C)C)C=C1